2-[[2-amino-1-(3-chlorophenyl)ethyl]amino]-6-(5,6-dimethoxybenzimidazol-1-yl)pyridine-3-carboxamide NCC(C1=CC(=CC=C1)Cl)NC1=NC(=CC=C1C(=O)N)N1C=NC2=C1C=C(C(=C2)OC)OC